Nitrogen Cytidine [C@@H]1([C@H](O)[C@H](O)[C@@H](CO)O1)N1C(=O)N=C(N)C=C1.[N]